COC(CN)=O aminoacetic acid methyl ester